CS(=O)(=O)C1=CC=C(C=C1)N[C@@H](CO)C(=O)O p-methanesulfonyl-phenylserine